CN1N=C(C(=C1)C1=C2CCN(C(C2=CC=C1)=O)CC1=NC=CC(=C1)C)C(F)(F)F 5-(1-methyl-3-(trifluoromethyl)-1H-pyrazol-4-yl)-2-((4-methylpyridin-2-yl)methyl)-3,4-dihydroisoquinolin-1(2H)-one